2-((2-(3-((3-amino-6-methoxypyridin-2-yl)(tert-butoxycarbonyl)amino)propyl)-4-fluorophenyl)amino)-5-(trifluoromethyl)benzoic acid NC=1C(=NC(=CC1)OC)N(CCCC1=C(C=CC(=C1)F)NC1=C(C(=O)O)C=C(C=C1)C(F)(F)F)C(=O)OC(C)(C)C